tert-Butyl N-[(1S)-1-(5-amino-2-pyrimidin-2-yl-1,2,4-triazol-3-yl)ethyl]carbamate NC=1N=C(N(N1)C1=NC=CC=N1)[C@H](C)NC(OC(C)(C)C)=O